3-(4-(7-Aminoheptyl)-3-methyl-2-oxo-2,3-dihydro-1H-benzo[d]imidazol-1-yl)piperidine-2,6-dione hydrochloride Cl.NCCCCCCCC1=CC=CC=2N(C(N(C21)C)=O)C2C(NC(CC2)=O)=O